5-fluoro-2-hydroxy-N-isopropylbenzamide FC=1C=CC(=C(C(=O)NC(C)C)C1)O